N1C(C2(C3=CC=CC=C13)N=CC=C2)=O pyrrolespiro-oxindole